C(C)N1N=CC=C1C1=NC=2N(C(=C1)N1[C@@H](COCC1)C)C(=NC2)C (R)-4-(2-(1-ethyl-1H-pyrazol-5-yl)-6-methylimidazo[1,5-a]pyrimidin-4-yl)-3-methylmorpholine